CCCCCCCCCCCCCC(=O)O[C@H](CCCCCCCCCCC)CC(=O)O[C@@H]1[C@H]([C@@H](O[C@@H]([C@H]1OP(=O)(O)O)CO[C@@]2(C[C@H]([C@H]([C@H](O2)[C@@H](CO)O)O[C@@H]3[C@H]([C@H]([C@@H]([C@H](O3)[C@H](CO)O)OP(=O)(O)O)O[C@@H]4[C@H]([C@H]([C@@H]([C@H](O4)[C@H](CO)O)O)OC5[C@@H]([C@H]([C@@H]([C@H](O5)CO)O)O)O)O)O)O[C@@]6(C[C@H]([C@H]([C@H](O6)[C@@H](CO)O)O)O)C(=O)O)C(=O)O)OC[C@@H]7[C@H]([C@@H]([C@H]([C@H](O7)OP(=O)(O)O)NC(=O)C[C@@H](CCCCCCCCCCC)O)OC(=O)C[C@@H](CCCCCCCCCCC)O)O)NC(=O)C[C@@H](CCCCCCCCCCC)OC(=O)CCCCCCCCCCC The molecule is a lipid A derivative having an alpha-D-Glc-(1->3)-L-alpha-D-Hep-(1->3)-4-O-H2PO3-L-alpha-D-Hep-(1->5)-[alpha-Kdo-(2->4)]-alpha-Kdo moiety attached to the free primary hydroxy group of lipid A. It is a member of lipid As, a dodecanoate ester and a tetradecanoate ester. It is a conjugate acid of a glucosyl-heptosyl-4-phosphonatoheptosyl-(KDO)2-lipid A(8-).